2-phenoxybenzoic acid O(C1=CC=CC=C1)C1=C(C(=O)O)C=CC=C1